(trans)-2-[[2-[4-bromo-3-chloro-5-(hydroxymethyl)anilino]-5-(trifluoromethyl)pyrimidin-4-yl]amino]cyclopentanecarbonitrile BrC1=C(C=C(NC2=NC=C(C(=N2)N[C@H]2[C@@H](CCC2)C#N)C(F)(F)F)C=C1CO)Cl